CN(CCCN1C(=C(C=2C1=NC=1CCCCC1C2N)C)C)C 1-(3-(dimethylamino)propyl)-2,3-dimethyl-5,6,7,8-tetrahydro-1H-pyrrolo[2,3-b]quinolin-4-amine